C(C)(C)(C)OC(NCCCCN(C(C)C)C1=C2CN(C(C2=CC=C1)=O)C1C(NC(CC1)=O)=O)=O tert-Butyl(4-((2-(2,6-dioxopiperidin-3-yl)-1-oxoisoindolin-4-yl)(isopropyl)amino)butyl)carbamate